FC1=C(C(=O)C2=CC(=CN2C)C(=O)N2CC3(CC2)CCOCC3)C=CC=C1 (5-(2-fluorobenzoyl)-1-methyl-1H-pyrrol-3-yl)(8-oxa-2-azaspiro[4.5]decan-2-yl)methanone